Dihydroxycholanic acid sulfate S(=O)(=O)(O)O.OC(C(=O)O)(C[C@@H](C)[C@H]1CC[C@H]2[C@@H]3CCC4CCCC[C@]4(C)[C@H]3CC[C@]12C)O